(E)-3-(5-bromo-1-(pyridin-2-ylmethyl)-1H-indol-3-yl)-2-cyanoacrylate BrC=1C=C2C(=CN(C2=CC1)CC1=NC=CC=C1)/C=C(/C(=O)[O-])\C#N